C12(CC3CC(CC(C1)C3)C2)P(CCCC)C23CC1CC(CC(C2)C1)C3 di(adamantan-1-yl)(butyl)phosphine